2-(3-azabicyclo[3.2.1]octan-1-yl)-N-methylacetamide C12(CNCC(CC1)C2)CC(=O)NC